3-chloro-7-(3,3-difluoro-4,4-dimethylpyrrolidin-1-yl)-5-(2,4-dimethoxypyrimidin-5-yl)pyrazolo[1,5-a]pyrimidine ClC=1C=NN2C1N=C(C=C2N2CC(C(C2)(C)C)(F)F)C=2C(=NC(=NC2)OC)OC